FC1(C(CN(CC1)C1=NC2=CC=C(C=C2C=C1C(=O)NC=1C=C(SC1)C(=O)O)F)C)F 4-(2-(4,4-difluoro-3-methylpiperidin-1-yl)-6-fluoroquinoline-3-carboxamido)thiophene-2-carboxylic acid